Chloro-5-methyl-4-(4,4,5,5-tetramethyl-1,3,2-dioxaborolan-2-yl)-1H-pyrazole ClN1N=CC(=C1C)B1OC(C(O1)(C)C)(C)C